N-(3-(3-(4-(1-aminocyclobutyl)phenyl)-2-(2-aminopyridin-3-yl)-3H-imidazo[4,5-b]pyridin-5-yl)phenethyl)-8-((2-(2,6-dioxopiperidin-3-yl)-1,3-dioxoisoindolin-4-yl)amino)octanamide NC1(CCC1)C1=CC=C(C=C1)N1C(=NC=2C1=NC(=CC2)C=2C=C(CCNC(CCCCCCCNC1=C3C(N(C(C3=CC=C1)=O)C1C(NC(CC1)=O)=O)=O)=O)C=CC2)C=2C(=NC=CC2)N